OC1=CC=C(C=C1)C=1C(N(C=CC1)CC(=O)O)=O 2-(3-(4-hydroxyphenyl)-2-oxopyridin-1(2H)-yl)acetic acid